5,6-dinitro-4,7-dibromobenzothiadiazole [N+](=O)([O-])C=1C(=C(C2=C(N=NS2)C1Br)Br)[N+](=O)[O-]